CC1=C(C(=C(C(=C1)C(=O)O)C(=O)O)C)N dimethyl-4-aminobenzene-1,2-dicarboxylic acid